[C@H]1([C@@H](O)[C@@H](O)[C@H](O)[C@H](O1)CO)OCCNC(CCCCCNC(OCC1=CC=CC=C1)=O)=O benzyl [6-({2-[(α-D-mannopyranosyl)oxy] ethyl}amino)-6-oxohexyl]carbamate